CC(CP(S)(O)=S)CC(C)(C)C (2,4,4-trimethylpentyl)dithiophosphonic acid